1-methyl-1,2-diethylcyclopropane CC1(C(C1)CC)CC